5-(2H-1,2,3,4-tetrazol-5-ylmethyl)-[1,2,4]triazolo[1,5-a]pyridin-8-yl 4-[({[(tert-butoxy)carbonyl]amino}({[(tert-butoxy)carbonyl]imino}) methyl)amino]benzoate C(C)(C)(C)OC(=O)NC(=NC(=O)OC(C)(C)C)NC1=CC=C(C(=O)OC=2C=3N(C(=CC2)CC=2N=NNN2)N=CN3)C=C1